CC1CCCCC1C(=O)O 6-methyl-cyclohexanecarboxylic acid